(R/S)-lactic acid C([C@H](O)C)(=O)O |r|